2-(4-benzyloxy-6-chloro-5-ethoxycarbonyl-2-methyl-3-pyridyl)acetic acid C(C1=CC=CC=C1)OC1=C(C(=NC(=C1C(=O)OCC)Cl)C)CC(=O)O